BrC=1N(C(=C(N1)C(=O)OCC)C1(C(NC2=CC(=CC=C12)Cl)=O)O)C(C)C ethyl 2-bromo-5-(6-chloro-3-hydroxy-2-oxoindolin-3-yl)-1-isopropyl-1H-imidazole-4-carboxylate